C(C)(C)(C)OOC(CCCCCCCCCCC)=O.FC1=CC(=C(C=C1C=1C=NC(=NC1)N1CCOCC1)N1C=C(C(=CC1=O)C(F)(F)F)C(=O)N)N1CC(N(CC1)C)(C)C 4-fluoro-5-(2-morpholin-4-ylpyrimidin-5-yl)-2-(3,3,4-trimethylpiperazin-1-yl)phenyl-6-oxo-4-(trifluoromethyl)-1H-pyridine-3-carboxamide tert-butylperoxylauRate